3-(hydroxymethyl)azetidine hydrochloride Cl.OCC1CNC1